dichloro-(phenylmethylene)(triphenylphosphine) ruthenium [Ru].ClC=1C(=C(C=CC1)P(C1=CC=CC=C1)(C1=CC=CC=C1)=CC1=CC=CC=C1)Cl